(2'S,6'S)-1'-benzyl-6-chloro-1-[(4-methoxyphenyl)methyl]-2'-methyl-6'-(1-methyltriazol-4-yl)spiro[indoline-3,4'-piperidin]-2-one C(C1=CC=CC=C1)N1[C@H](CC2(C[C@H]1C=1N=NN(C1)C)C(N(C1=CC(=CC=C12)Cl)CC1=CC=C(C=C1)OC)=O)C